OC=1C=C(C=CC1O)C(C(=O)O)=O 3,4-dihydroxyphenylglyoxylic acid